1-(2-carbamoylethyl)imidazole C(N)(=O)CCN1C=NC=C1